O=C1NC(CCC1N1C(C2=CC=C(C=C2C1)CNC(C=CC1=CNC2=CC=CC=C12)=O)=O)=O N-((2-(2,6-dioxopiperidin-3-yl)-1-oxoisoindolin-5-yl)methyl)-3-(1H-indol-3-yl)propenamide